C(C1=CC=CC=C1)OC1=C(C(=O)OCC2=CC=CC=C2)C=CC(=C1)NCC1=CC=C(C=C1)C1=CCCC1 benzyl 2-(benzyloxy)-4-((4-(cyclopent-1-en-1-yl)benzyl)amino)benzoate